tert-butyl (4-(2-fluoro-3-formyl-4-methoxyphenethyl)phenyl)carbamate FC1=C(CCC2=CC=C(C=C2)NC(OC(C)(C)C)=O)C=CC(=C1C=O)OC